CP(=O)(C)C=1C(=CC=C2C(=CNC12)C1=NC(=NC=C1C(F)(F)F)NCC1CC12CN(CC2)C(=O)[O-])F 1-(((4-(7-(Dimethylphosphoryl)-6-fluoro-1H-indol-3-yl)-5-(trifluoromethyl)pyrimidin-2-yl)amino)methaneyl)-5-azaspiro[2.4]heptane-5-carboxylate